n-hexyl α-formyloxyisobutyrate C(=O)OC(C(=O)OCCCCCC)(C)C